ClC1=C(C=C(C(=C1)Cl)[N+](=O)[O-])B(O)O 2,4-DICHLORO-5-NITROPHENYLBORONIC ACID